(fluoro(2-(((3S,6S,9aS)-3-(((1R,3S)-3-hydroxycyclopentyl)carbamoyl)-5-oxooctahydro-1H-pyrrolo[1,2-a]azepin-6-yl)carbamoyl)benzo[b]thiophen-5-yl)methyl)phosphonic acid FC(C1=CC2=C(SC(=C2)C(N[C@H]2CCC[C@@H]3N(C2=O)[C@@H](CC3)C(N[C@H]3C[C@H](CC3)O)=O)=O)C=C1)P(O)(O)=O